Benzyl N-[(1R)-1-[(2S,5R,6R)-5-azido-6-[(1R,2R,3S,4R,6S)-4,6-diazido-2,3-dihydroxy-cyclohexoxy]tetrahydropyran-2-yl]ethyl]carbamate N(=[N+]=[N-])[C@@H]1CC[C@H](O[C@@H]1O[C@H]1[C@@H]([C@H]([C@@H](C[C@@H]1N=[N+]=[N-])N=[N+]=[N-])O)O)[C@@H](C)NC(OCC1=CC=CC=C1)=O